2,4-di-tert-butylcumene C(C)(C)(C)C1=C(C=CC(=C1)C(C)(C)C)C(C)C